6-[1-(2-{6-azaspiro[2.5]oct-6-yl}-4-bromophenyl)-1H-1,2,3-triazol-4-yl]-2-(4,4-difluoropiperidin-1-yl)pyrimidin-4-ol C1CC12CCN(CC2)C2=C(C=CC(=C2)Br)N2N=NC(=C2)C2=CC(=NC(=N2)N2CCC(CC2)(F)F)O